N-[(1R)-1-[2-[bis[(4-methoxyphenyl)methyl]amino]-3-pyridyl]ethyl]-2-methyl-propane-2-sulfinamide COC1=CC=C(C=C1)CN(C1=NC=CC=C1[C@@H](C)NS(=O)C(C)(C)C)CC1=CC=C(C=C1)OC